COCC1C(C(CC1)CC=O)(C)C 2-[3-(Methoxymethyl)-2,2-dimethyl-cyclopentyl]acetaldehyde